C(N)(O)=O.CN(C)C1CCCCC1 N,N-dimethylcyclohexylamine carbamate